C1=CC=CC=2C3=CC=CC=C3N(C12)C1=NC(=C(C(=C1N1C2=CC=CC=C2C=2C=CC=CC12)C#N)N1C2=CC=CC=C2C=2C=CC=CC12)N1C2=CC=CC=C2C=2C=CC=CC12 2,3,5,6-tetra(9H-carbazol-9-yl)-4-cyanopyridine